FC1=CC=C(C=C1)N1N=CC2=CC(=C(C=C12)C)N1CCC2(CCCN2S(=O)(=O)C)CC1 8-(1-(4-fluorophenyl)-6-methyl-1H-indazol-5-yl)-1-(methylsulfonyl)-1,8-diazaspiro[4.5]decane